C(C)(C)(C)C1=NN=C2N1C(N(C1=C2N=CC(=C1)N1CCOCC1)CC(=O)NC1=NC=C(C=C1)F)=O 2-[3-tert-butyl-8-(morpholin-4-yl)-5-oxopyrido[2,3-e][1,2,4]triazolo[4,3-c]pyrimidin-6(5H)-yl]-N-(5-fluoropyridin-2-yl)acetamide